FC1=C(C(=O)NC)C=C(C=C1)C1=CNC=2N=C(N=C(C21)OC)NC2=CC=C(C=C2)CN2CCN(CC2)C 2-fluoro-5-(4-methoxy-2-((4-((4-methyl-piperazin-1-yl)methyl)phenyl)amino)-7H-pyrrolo[2,3-d]pyrimidin-5-yl)-N-methyl-benzamide